tert-Butyl 1,3-dioxohexahydroimidazo[1,5-a]pyrazine-7(1H)-carboxylate O=C1NC(N2C1CN(CC2)C(=O)OC(C)(C)C)=O